7-fluoro-2-(8-fluoro-2-methylimidazo[1,2-a]pyridin-6-yl)-4H-pyrido[1,2-a]pyrimidin-4-one FC=1C=CC=2N(C(C=C(N2)C=2C=C(C=3N(C2)C=C(N3)C)F)=O)C1